4-phenyl-piperidine-1,4-dicarboxylic acid mono-tert-butyl ester C(C)(C)(C)OC(=O)N1CCC(CC1)(C(=O)O)C1=CC=CC=C1